C(C)(C)(C)OC(=O)N1C2CN(CC1CC2)C2=NN(C1=C2C=NC(=C1)Cl)C1OCCCC1 3-(6-chloro-1-(tetrahydro-2H-pyran-2-yl)-1H-pyrazolo[4,3-c]pyridin-3-yl)-3,8-diazabicyclo[3.2.1]octane-8-carboxylic acid tert-butyl ester